3-phenyl-4-(phenylsulfonyl)-5-(trifluoromethyl)isoxazole tert-butyl-5-(6-aminopyridazin-3-yl)hexahydropyrrolo[3,4-c]pyrrole-2(1H)-carboxylate C(C)(C)(C)OC(=O)N1CC2CN(CC2C1)C=1N=NC(=CC1)N.C1(=CC=CC=C1)C1=NOC(=C1S(=O)(=O)C1=CC=CC=C1)C(F)(F)F